O1C(CCCC1)OCC(CC=1C=NC=CC1C(F)(F)F)=O 1-[(oxan-2-yl)oxy]-3-[4-(trifluoromethyl)pyridin-3-yl]propan-2-one